C(C)N1N=CC=2C(=NC(=CC21)C(=O)N)C=2N(C=C(N2)C2=CC(=NN2CC)C)C 1-ethyl-4-[4-(1-ethyl-3-methyl-1H-pyrazol-5-yl)-1-methyl-1H-imidazol-2-yl]-1H-pyrazolo[4,3-C]pyridine-6-carboxamide